1-(4-(difluoromethyl)pyridin-2-yl)-3-(2-(1-methyl-1H-imidazo[1,2-b]pyrazole-7-carbonyl)-2-azaspiro[3.3]heptan-6-yl)urea FC(C1=CC(=NC=C1)NC(=O)NC1CC2(CN(C2)C(=O)C2=C3N(N=C2)C=CN3C)C1)F